NC1CCN(CC1)C1=NC(=C2N=CN(C2=N1)C(C)C)NCC1=C(C=CC=C1)N1N=C(C=C1)N(C)C 2-(4-aminopiperidin-1-yl)-N-(2-(3-(dimethylamino)-1H-pyrazol-1-yl)benzyl)-9-isopropyl-9H-purin-6-amine